N1C2(CC3=CC=CC=C13)SC1=C(C=C2)C=CC=C1 spiro[2H-1-benzothiopyran-2,2'-indoline]